O=C1NC(CCC1C1=NN(C2=CC(=C(C=C12)F)C1CCN(CC1)CC1CCN(CC1)C(=O)OC(C)(C)C)C)=O tert-butyl 4-[[4-[3-(2,6-dioxo-3-piperidyl)-5-fluoro-1-methyl-indazol-6-yl]-1-piperidyl]methyl]piperidine-1-carboxylate